COC1=CC=C(CN2C3=C(C4=C2N=C(N=C4)N)SN=C3)C=C1 4-(4-methoxybenzyl)-4H-isothiazolo[5',4':4,5]pyrrolo[2,3-d]pyrimidin-6-amine